Potassium heptane-2-carboxylate CC(CCCCC)C(=O)[O-].[K+]